5-bromo-2-(1,4-dioxane-2-yl)-3,3-diphenylindoline BrC=1C=C2C(C(NC2=CC1)C1OCCOC1)(C1=CC=CC=C1)C1=CC=CC=C1